1,3,6,8-tetrakis-(4-methoxyphenyl)-2,7-dimethoxy-pyrene COC1=CC=C(C=C1)C1=C(C(=C2C=CC3=C(C(=C(C4=CC=C1C2=C34)C3=CC=C(C=C3)OC)OC)C3=CC=C(C=C3)OC)C3=CC=C(C=C3)OC)OC